C(C)(C)(C)OC(=O)N1CC2=NN(C(=C2C1)C1=C(C=CC=C1)F)CC1=CC(=CC(=C1)OC)Br 2-(3-bromo-5-methoxybenzyl)-3-(2-fluorophenyl)-2,6-dihydropyrrolo[3,4-c]pyrazole-5(4H)-carboxylic acid tert-butyl ester